2-[6-amino-5-(trifluoromethyl)pyridin-3-yl]-N-[2-(pyridin-2-yl)propan-2-yl]-6,7-dihydrospiro[pyrazolo[5,1-c][1,4]oxazine-4,3'-pyrrolidine]-1'-carboxamide NC1=C(C=C(C=N1)C1=NN2C(=C1)C1(CN(CC1)C(=O)NC(C)(C)C1=NC=CC=C1)OCC2)C(F)(F)F